O=C1NC(CCC1N1C(C2=CC=C(C=C2C1=O)OCCOCCOCCOC1=CC=C(C=C1)C1CC(=C(C(C1)=O)/C(=N/OCC)/CC)O)=O)=O 2-(2,6-dioxo-3-piperidyl)-5-[2-[2-[2-[4-[4-[(E)-N-ethoxy-C-ethyl-carbonimidoyl]-3-hydroxy-5-oxo-cyclohex-3-en-1-yl]phenoxy]ethoxy]ethoxy]ethoxy]isoindoline-1,3-dione